5-(1'-acetyl-2-oxospiro[indolin-3,4'-piperidin]-6-yl)benzamide C(C)(=O)N1CCC2(CC1)C(NC1=CC(=CC=C12)C=1C=CC=C(C(=O)N)C1)=O